(2R,4S)-N-((S)-1-(((6-amino-2-methylpyridin-3-yl)methyl)amino)-1-oxopropan-2-yl)-5-oxo-4-(3-(trifluoromethyl)benzyl)pyrrolidine-2-carboxamide di-trifluoroacetate FC(C(=O)O)(F)F.FC(C(=O)O)(F)F.NC1=CC=C(C(=N1)C)CNC([C@H](C)NC(=O)[C@@H]1NC([C@H](C1)CC1=CC(=CC=C1)C(F)(F)F)=O)=O